COC=1C=C(C=CC1OC)C1=NNC2=C1C=NC=1C=CC(=CC21)OC 3-(3,4-dimethoxyphenyl)-8-methoxy-1H-pyrazolo[4,3-c]quinoline